2-(thiophen-2-yl)-9H-purin S1C(=CC=C1)C1=NC=C2N=CNC2=N1